FC=1C=C(C=CC1C=O)B(O)O 3-fluoro-4-formylphenylboronic acid